propanediol didecanoate C(CCCCCCCCC)(=O)OC(CC)OC(CCCCCCCCC)=O